C(C)(C)(C)NC(NC=1C=C2CCC(N(C2=CC1C(F)(F)F)[C@@H](C)C1=CC=CC=C1)=O)=O 3-tert-butyl-1-{2-oxo-1-[(1S)-1-phenylethyl]-7-(trifluoromethyl)-3,4-dihydroquinolin-6-yl}urea